(R)-4-((1-(3-(difluoromethyl)-2-fluorophenyl)ethyl)amino)-6-(1-(fluoromethyl)cyclopropyl)-2-Methyl-8-(methylamino)pyrido[4,3-d]pyrimidin-7(6H)-one FC(C=1C(=C(C=CC1)[C@@H](C)NC=1C=2C(N=C(N1)C)=C(C(N(C2)C2(CC2)CF)=O)NC)F)F